ClC1=CC=C(C=N1)CN1C(C=CC(=C1)C1=NC(=NO1)C=1C=C(C=CC1)C)=O 1-((6-chloropyridin-3-yl)methyl)-5-(3-(m-tolyl)-1,2,4-oxadiazol-5-yl)pyridin-2(1H)-one